3-(4-fluoro-1-oxo-5-(((1R,2S)-2-(((tetrahydro-2H-pyran-4-yl)methyl)amino)cyclohexyl)methyl)isoindolin-2-yl)piperidine-2,6-dione FC1=C2CN(C(C2=CC=C1C[C@@H]1[C@H](CCCC1)NCC1CCOCC1)=O)C1C(NC(CC1)=O)=O